CC1(OB(OC1(C)C)CCCCC=O)C 5-(4,4,5,5-tetramethyl-1,3,2-dioxaborolan-2-yl)pentanal